(R)-4-(6,7-dimethyl-4-(6-(trifluoromethyl)pyridin-3-yl)pteridin-2-yl)-2-(2-methylpyrimidin-5-yl)morpholine CC=1N=C2C(=NC(=NC2=NC1C)N1C[C@H](OCC1)C=1C=NC(=NC1)C)C=1C=NC(=CC1)C(F)(F)F